C(C)N1N=NC2=C1C=CC(=C2C)[C@H](CC(=O)OC)C2=NC=1CNCCC1C=C2 methyl (S)-3-(1-ethyl-4-methyl-1H-benzo[d][1,2,3]triazol-5-yl)-3-(5,6,7,8-tetrahydro-1,7-naphthyridin-2-yl)propanoate